(S)-3-(2-methoxy-10H-phenothiazin-10-yl)-N,N,2-trimethylpropan-1-amine COC1=CC=2N(C3=CC=CC=C3SC2C=C1)C[C@H](CN(C)C)C